C(C)(C)(C)OC(=O)N1C[C@@H]([C@@H](CC1)CN1CCN(CC1)C=1C=CC=C2C(=NN(C12)C)C=1C(=NC(=CC1)OCC1=CC=CC=C1)OCC1=CC=CC=C1)C tert-butyl-(3R,4R)-4-[[4-[3-(2,6-dibenzyloxy-3-pyridyl)-1-methyl-indazol-7-yl]piperazin-1-yl]methyl]-3-methyl-piperidine-1-carboxylate